7-[(3aS,4R,6R,6aR)-6-[3-(azetidin-1-ylmethyl)phenyl]-2,2-dimethyl-tetrahydro-3aH-cyclopenta[d][1,3]dioxol-4-yl]-2-chloro-N-[(4-methoxyphenyl)methyl]pyrrolo[2,3-d]pyrimidin-4-amine N1(CCC1)CC=1C=C(C=CC1)[C@H]1C[C@H]([C@H]2[C@@H]1OC(O2)(C)C)N2C=CC1=C2N=C(N=C1NCC1=CC=C(C=C1)OC)Cl